1-(4-[1,3]dioxolan-2-yl-furan-2-sulfonyl)-3-(1,2,3,5,6,7-hexahydro-s-indacen-4-yl)-urea O1C(OCC1)C=1C=C(OC1)S(=O)(=O)NC(=O)NC1=C2CCCC2=CC=2CCCC12